N-methoxyferroceneformamide CONC(=O)[C-]1C=CC=C1.[CH-]1C=CC=C1.[Fe+2]